Imidazoyl-oleic acid N1C(=NC=C1)C(=O)C(C(=O)O)CCCCCC\C=C/CCCCCCCC